5-(3-amino-2-methoxyphenyl)-N,N-dimethylpyrazine-2-carboxamide NC=1C(=C(C=CC1)C=1N=CC(=NC1)C(=O)N(C)C)OC